2-chloro-4,8-diphenylbenzofuro[3,2-d]pyrimidine ClC=1N=C(C2=C(N1)C1=C(O2)C=CC(=C1)C1=CC=CC=C1)C1=CC=CC=C1